C(OC)COC glyme